N-(3-{[rac-(2R,4R)-6-chloro-4-hydroxy-3,4-dihydro-2H-1-benzopyran-2-carbonyl]amino}bicyclo[1.1.1]pentan-1-yl)-5-(difluoromethyl)pyrazine-2-carboxamide ClC=1C=CC2=C([C@@H](C[C@@H](O2)C(=O)NC23CC(C2)(C3)NC(=O)C3=NC=C(N=C3)C(F)F)O)C1 |r|